(S)-N-(2-oxo-1-(3-(trifluoromethyl)benzyl)piperidin-3-yl)-4-(trifluoromethoxy)benzenesulfonamide O=C1N(CCC[C@@H]1NS(=O)(=O)C1=CC=C(C=C1)OC(F)(F)F)CC1=CC(=CC=C1)C(F)(F)F